2-(6-bromo-4-chloro-7-methoxy-2H-indazol-2-yl)-2-((R)-6-fluoro-3-thioxo-2,5,6,7-tetrahydro-3H-pyrrolo[1,2-c]Imidazol-1-yl)acetic acid ethyl ester C(C)OC(C(C1=C2N(C(N1)=S)C[C@@H](C2)F)N2N=C1C(=C(C=C(C1=C2)Cl)Br)OC)=O